behenyl alcohol stearate C(CCCCCCCCCCCCCCCCC)(=O)OCCCCCCCCCCCCCCCCCCCCCC